NC=1N=NC(=CC1N1CC(CCC1)C1=CC(=C(C(=O)O)C=C1C)C)C1=C(C=CC=C1)O 4-(1-(3-Amino-6-(2-hydroxyphenyl)pyridazin-4-yl)piperidin-3-yl)-2,5-dimethylbenzoic acid